S1C(=CC2=C1C=CC=C2)CC=2C=C(C=CC2F)[C@H]2[C@H](O)[C@@H](O)[C@H](O)[C@H](O2)CO (1S)-1,5-anhydro-1-[3-(1-benzothien-2-ylmethyl)-4-fluorophenyl]-D-sorbitol